tert-butyl (3S)-4-(6-fluoro-7-(2-fluoro-6-hydroxyphenyl)-1-(2-isopropyl-6-methylphenyl)-2-oxo-1,2-dihydropyrido[2,3-d]pyrimidin-4-yl)-3-methylpiperazine-1-carboxylate FC1=CC2=C(N(C(N=C2N2[C@H](CN(CC2)C(=O)OC(C)(C)C)C)=O)C2=C(C=CC=C2C)C(C)C)N=C1C1=C(C=CC=C1O)F